2-((1-(1-(2-hydroxyethyl)piperidin-4-yl)-1H-indol-5-yl)amino)-6-methyl-7H-pyrrolo[2,3-d]pyrimidine OCCN1CCC(CC1)N1C=CC2=CC(=CC=C12)NC=1N=CC2=C(N1)NC(=C2)C